(E)-1-(3-(6-((3-(2-(2,6-Dioxopiperidin-3-yl)-1-oxoisoindolin-4-yl)allyl)carbamoyl)pyridin-3-yl)isoquinolin-8-yl)-3-ethyl-N-methyl-5,6-dihydroimidazo[1,5-a]pyrazine-7(8H)-carboxamide O=C1NC(CCC1N1C(C2=CC=CC(=C2C1)/C=C/CNC(=O)C1=CC=C(C=N1)C=1N=CC2=C(C=CC=C2C1)C=1N=C(N2C1CN(CC2)C(=O)NC)CC)=O)=O